(2-tert-butylaminoethoxy)ethanol C(C)(C)(C)NCCOC(C)O